rac-(7S,8S)-7-methyl-1,4-dioxaspiro[4.5]decan-8-ol C[C@H]1CC2(OCCO2)CC[C@@H]1O |r|